4'-{[1-(2,6-diethylphenyl)-2-(1-ethyl-1H-pyrazol-3-yl)-6-hydroxy-4-oxo-1,4-dihydropyrimidin-5-yl]methyl}-2',5-difluoro-[1,1'-biphenyl]-2-carboxamide C(C)C1=C(C(=CC=C1)CC)N1C(=NC(C(=C1O)CC1=CC(=C(C=C1)C=1C(=CC=C(C1)F)C(=O)N)F)=O)C1=NN(C=C1)CC